ClC=1C(=C(C(=CC1)N1N=NN=C1)C1=CC(N2[C@@H](C[C@@H](C2=C1)C)C(=O)OCC(=O)C1=C(N=C(S1)N)C)=O)F 2-(2-amino-4-methylthiazol-5-yl)-2-oxoethyl (1S,3S)-7-(3-chloro-2-fluoro-6-(1H-tetrazol-1-yl)phenyl)-1-methyl-5-oxo-1,2,3,5-tetrahydroindolizine-3-carboxylate